ethyl 2-(3-bromopyrazolo[1,5-a]pyridin-5-yl)-4-methoxy-thiazole-5-carboxylate BrC=1C=NN2C1C=C(C=C2)C=2SC(=C(N2)OC)C(=O)OCC